N-(1'-(2-(3-hydroxyazetidin-1-yl)-6-methylpyrimidin-4-yl)-1',2'-dihydrospiro[cyclopropane-1,3'-pyrrolo[3,2-c]pyridin]-6'-yl)acetamide OC1CN(C1)C1=NC(=CC(=N1)N1CC2(C=3C=NC(=CC31)NC(C)=O)CC2)C